CP(OCC)(OC1=C(C(=CC(=C1)CCCCC)O)C1CCCC(=C1)C)=O Ethyl (6-hydroxy-5'-methyl-4-pentyl-1',2',3',4'-tetrahydro-[1,1'-biphenyl]-2-yl) methylphosphonate